O[C@H]1[C@@H](C(NC1)=O)NC(CCC1=C(NC2=C(C=CC=C12)C(F)(F)F)C1=CC=CC=C1)=O N-[(3S,4R)-4-hydroxy-2-oxo-pyrrolidin-3-yl]-3-[2-phenyl-7-(trifluoromethyl)-1H-indol-3-yl]propanamide